6-(3-benzyloxypyrazol-1-yl)-2-chloro-N-(1,3-dimethylpyrazol-4-yl)sulfonyl-pyridine-3-carboxamide C(C1=CC=CC=C1)OC1=NN(C=C1)C1=CC=C(C(=N1)Cl)C(=O)NS(=O)(=O)C=1C(=NN(C1)C)C